FC1=C(OC2=NC=C(C=N2)[N+](=O)[O-])C=CC=C1 2-(2-fluorophenoxy)-5-nitropyrimidine